C1(CCCC1)C1=C(C(NC(=N1)C1=NN(C=C1)C)=O)I 6-cyclopentyl-5-iodo-2-(1-methyl-1H-pyrazol-3-yl)-4(3H)-pyrimidinone